(R,E)-5-((2-((1-(1-(1-(4-cyanomethylpiperidin-1-yl)-1,6-dihydroimidazo[4,5-d]pyrrolo[2,3-b]pyridin-2-yl)ethoxy)-2-methyl-1-oxopropan-2-yl)oxy)phenyl)diazenyl)-2-hydroxybenzoic acid C(#N)CC1CCN(CC1)N1C(=NC=2C1=C1C(=NC2)NC=C1)[C@@H](C)OC(C(C)(C)OC1=C(C=CC=C1)/N=N/C=1C=CC(=C(C(=O)O)C1)O)=O